dimethylpyrrolid CC1=C([N-]C=C1)C